ClC1=CC(=C(C(=O)O)C=C1)NC=1C=NC(=CC1)OC 4-chloro-2-(6-methoxy-pyridin-3-yl-amino)-benzoic acid